7-Bromo-3-methoxy-1-phenyl-1H-benzo[g]indazole-4,5-dione BrC=1C=CC2=C(C(C(C=3C(=NN(C23)C2=CC=CC=C2)OC)=O)=O)C1